C1(=CC=CC=C1)C1=C(C=CC=C1)C(=O)C1=CNC=2N=C(N=C(C21)NC2CCOCC2)NC2=CC=C(C=C2)OCCN(C)C phenyl-(2-((4-(2-(dimethylamino)ethoxy)phenyl)amino)-4-((tetrahydro-2H-pyran-4-yl)amino)-7H-pyrrolo[2,3-d]pyrimidin-5-yl)(phenyl)methanone